FC(OC=1C=C(C=CC1F)C=1C=C2C(=NC1)C=NN2CC2=NOC(=C2)C)F 3-[[6-[3-(Difluoromethoxy)-4-fluoro-phenyl]pyrazolo[4,3-b]pyridin-1-yl]methyl]-5-methyl-isoxazole